1-(2,3-dichlorophenyl)-2-(methylsulfonyl)-6-oxo-1,6-dihydropyrimidin-4-yl 2,4,6-triisopropylbenzenesulfonate C(C)(C)C1=C(C(=CC(=C1)C(C)C)C(C)C)S(=O)(=O)OC=1N=C(N(C(C1)=O)C1=C(C(=CC=C1)Cl)Cl)S(=O)(=O)C